ClC1=C(C=CC(=C1)F)[C@H]1[C@@H](COC(C1)(C)C)C(=O)N1[C@H](CC2(CN(C2)C(C=C)=O)CC1)C 1-((S)-7-((3S,4R)-4-(2-chloro-4-fluorophenyl)-6,6-dimethyltetrahydro-2H-pyran-3-carbonyl)-6-methyl-2,7-diazaspiro[3.5]nonan-2-yl)prop-2-en-1-one